FC1=C(C=CC=C1F)[C@H]([C@H]1[C@@H]2N(C(C=3N1N=CC(C3OC(=O)N3CCC(CC3)N3CCCCC3)=O)=O)CCC2)C2=CC(=CC=C2)F (9aR,10S)-10-((R)-(2,3-difluorophenyl)(3-fluorophenyl)methyl)-3,5-dioxo-3,5,8,9,9a,10-hexahydro-7H-pyrrolo[1',2':4,5]pyrazino[1,2-b]pyridazin-4-yl[1,4'-bipiperidine]-1'-carboxylate